C(C1=CC=CC=C1)NC1=CC=C(C=C1)C=1N=C(SC1)NC1=NC=CC=C1 4-(4-(Benzylamino)phenyl)-N-(pyridin-2-yl)thiazol-2-amin